N,N-dimethyl-hexane-1,6-diamine CN(CCCCCCN)C